(4-sec-butylcyclohexyl) isobutyl fumarate C(\C=C\C(=O)OCC(C)C)(=O)OC1CCC(CC1)C(C)CC